4-((4-methylpiperazin-1-yl)(1-phenethyl-1H-tetrazol-5-yl)methyl)phenol CN1CCN(CC1)C(C1=CC=C(C=C1)O)C1=NN=NN1CCC1=CC=CC=C1